[S].C(CO)(=O)O glycolic acid sulfur